C(#N)C=1C(=NC(=NC1)N[C@@H]1CC[C@H](CC1)N(C(=O)NCC1=C(C=CC=C1)F)C1=NC=C(C=C1)C=1C=NC(=NC1)OC)NC1COC1 1-(trans-4-((5-cyano-4-(oxetan-3-ylamino)pyrimidin-2-yl)amino)cyclohexyl)-3-(2-fluorobenzyl)-1-(5-(2-methoxypyrimidin-5-yl)pyridin-2-yl)urea